CC1(CC2C(CC1)O2)COC(=O)C2CC1C(CC2)(O1)C 4-epoxy-1-methylcyclohexanecarboxylic acid 3,4-epoxy-1-methylcyclohexylmethyl ester